FC1=CC2=C(NC(=N2)SCC2=NC=CC(=C2C)OCC2=CC=CC=C2)C=C1 5-fluoro-2-(((3-methyl-4-benzyloxypyridin-2-yl)methyl)thio)-1H-benzo[d]-imidazole